1,5-diamino-2,3-dichloroanthraquinone NC1=C(C(=CC=2C(C3=C(C=CC=C3C(C12)=O)N)=O)Cl)Cl